4-((1H-Indazol-5-yl)ethynyl)-N-((5,5-dimethyltetrahydrofuran-2-yl)methyl)-[2,4'-bipyrimidin]-2'-amine N1N=CC2=CC(=CC=C12)C#CC1=NC(=NC=C1)C1=NC(=NC=C1)NCC1OC(CC1)(C)C